OC(C)C=1SC=CC1C(=O)N 2-(1-hydroxyethyl)thiophene-3-carboxamide